salicylic acid Iron [Fe].C(C=1C(O)=CC=CC1)(=O)O